2-bromo-6,7-dihydrothieno[3,2-C]pyridin-4(5H)-one BrC1=CC=2C(NCCC2S1)=O